NC(C(C1=NC=C(C=C1)OC)OS(=O)(=O)C)=O methanesulfonic acid 2-Amino-1-(5-methoxypyridin-2-yl)-2-oxoethyl ester